CC1=NOC(=C1C=1C=C(C=CC1O[C@@H]1CNCC1)NC(=O)C1CC1)C (S)-N-(3-(3,5-dimethylisoxazol-4-yl)-4-(pyrrolidin-3-yloxy)phenyl)cyclopropanecarboxamide